C(C)(C)(C)[C@@H]1N(CCC1)C(=O)N1C[C@H](N(CC1)C=1C(=NC(=CC1)C1=C(C=CC=C1)OCC)C(=O)N[C@H]1CNCC1)CC 3-[(2R)-4-[(2R)-2-tert-butylpyrrolidine-1-carbonyl]-2-ethylpiperazin-1-yl]-6-(2-ethoxyphenyl)-N-[(3R)-pyrrolidin-3-yl]pyridine-2-carboxamide